2-(3-nitrobenzyl)-acetoacetate [N+](=O)([O-])C=1C=C(CC(C(=O)[O-])C(=O)C)C=CC1